COC1=CC(=CC(=C1)C(C)(C(CCCCC)CCC)C)OC 1,3-dimethoxy-5-(2-methyl-3-propyloctan-2-yl)benzene